ClC1=C(C=CC=C1)C1=NN2C(N=C(C=C2N2CCC(CC2)(C(=O)N)C)N(CCC(=O)NC)C)=C1C1=CC=C(C=C1)Cl 1-[2-(2-chlorophenyl)-3-(4-chlorophenyl)-5-[methyl-[3-(methylamino)-3-oxo-propyl]amino]pyrazolo[1,5-a]pyrimidin-7-yl]-4-methyl-piperidine-4-carboxamide